FC(C1=NC=CC=C1C(=O)NC(C(=O)O)CCN(CCCCC1=NC=2NCCCC2C=C1)CCOC(C)(C)C)F 2-[[2-(difluoromethyl)pyridine-3-carbonyl]amino]-4-[2-(1,1-dimethylethoxy)ethyl-[4-(5,6,7,8-tetrahydro-1,8-naphthyridin-2-yl)butyl]amino]butanoic acid